ClC=1N=CC2=C(N1)N(C(C=C2C)=O)C2CCC(CC2)(F)F 2-chloro-8-(4,4-difluorocyclohexyl)-5-methyl-pyrido[2,3-d]pyrimidin-7(8H)-one